4-(3-chlorophenyl)-2-((6-hydroxy-5'-methyl-4-pentyl-2'-(prop-1-en-2-yl)-1',2',3',4'-tetrahydro-[1,1'-biphenyl]-2-yl)oxy)-1,3,2-dioxaphosphinane 2-oxide ClC=1C=C(C=CC1)C1OP(OCC1)(OC1=C(C(=CC(=C1)CCCCC)O)C1C(CCC(=C1)C)C(=C)C)=O